BrC=1C=NC(=C(C(=O)OC)C1)OC methyl 5-bromo-2-methoxynicotinate